BrC1=CC=C(N=N1)N[C@@H]1CC[C@H]2CN(C[C@H]21)C(=O)C2=CC=1N(N=CC1S2)CC(F)(F)F [(3aS,4R,6aR)-4-[(6-bromo-3-pyridazinyl)amino]hexahydrocyclopenta[c]pyrrol-2(1H)-yl][1-(2,2,2-trifluoroethyl)-1H-thieno[3,2-c]pyrazol-5-yl]methanone